O1CCC2=C1C=CC(=C2)S(=O)(=O)N2CCC(CC2)C=2C(=C(C=1N(C2)N=CN1)F)C 6-(1-((2,3-dihydrobenzofuran-5-yl)sulfonyl)piperidin-4-yl)-8-fluoro-7-methyl-[1,2,4]triazolo[1,5-a]pyridine